C(C)(C)(C)[Si](C)(C)OC1CC(C1)OC1=C2C=CN(C2=C(C(=C1)Cl)Cl)S(=O)(=O)C1=CC=C(C=C1)C tert-Butyl-[3-[6,7-dichloro-1-(p-tolylsulfonyl)indol-4-yl]oxycyclobutoxy]-dimethyl-silane